1,3-bis(allylamino)propane hydrobromic acid salt Br.C(C=C)NCCCNCC=C